5-(benzyloxy)-6-methoxy-2-(5-methylbenzo[d]oxazol-2-yl)-1,2,3,4-tetrahydroisoquinoline-3-carboxylic acid ethyl ester C(C)OC(=O)C1N(CC2=CC=C(C(=C2C1)OCC1=CC=CC=C1)OC)C=1OC2=C(N1)C=C(C=C2)C